Cl.C[C@H]1CN(CCN1)C1=NC=CC=N1 (S)-2-(3-methylpiperazin-1-yl)pyrimidine hydrochloride